O=C1NC(CCC1N1C(C2=CC=CC(=C2C1=O)C#CC1CCN(CC1)C1=CC=C(C(=O)O)C=C1)=O)=O 4-(4-((2-(2,6-dioxopiperidin-3-yl)-1,3-dioxoisoindolin-4-yl)ethynyl)piperidin-1-yl)benzoic acid